N-[4-[2-chloro-3-(4-methylpiperazin-1-yl)phenoxy]-6-(2-cyclobutylphenyl)pyrimidin-2-yl]-1-methyl-pyrazole-4-sulfonamide ClC1=C(OC2=NC(=NC(=C2)C2=C(C=CC=C2)C2CCC2)NS(=O)(=O)C=2C=NN(C2)C)C=CC=C1N1CCN(CC1)C